BrC=1N=C2C(=C(C(N(C2=CC1)C)=O)C#N)N1CCN(CC1)CC=1C=CC=C2C=CNC12 6-bromo-4-{4-[(1H-indol-7-yl)methyl]piperazin-1-yl}-1-methyl-2-oxo-1,2-dihydro-1,5-naphthyridine-3-carbonitrile